GERANYL ACETATE (3,7-DIMETHYLOCTA-2,6-DIENYL ACETATE) CC(=CCCC(=O)O)CCC=C(C)C.C(C)(=O)OC\C=C(/C)\CCC=C(C)C